C(C)(C)(C)C1=CC2=C(OP(OC3=C2C=C(C=C3C(C)(C)C)C(C)(C)C)OCCCC3=CC(=C(C(=C3)C(C)(C)C)O)C(C)(C)C)C(=C1)C(C)(C)C 2,4,8,10-tetra-t-butyl-6-[3-(3,5-di-t-butyl-4-hydroxyphenyl)propoxy]dibenzo[d,f][1,3,2]dioxaphosphepin